ClC=1C=C2C(=NC(=NC2=C(C1C1=CC(=CC2=CC=CC=C12)O)F)OC[C@H]1N(CCC1)C)N1C2CN(CC1C2)C(=O)OC(C)(C)C tert-Butyl 6-(6-chloro-8-fluoro-7-(3-hydroxynaphthalen-1-yl)-2-(((S)-1-methylpyrrolidin-2-yl)methoxy)quinazolin-4-yl)-3,6-diazabicyclo[3.1.1]heptane-3-carboxylate